[C-]#N.[Na+].Cl[O-].[Na+] sodium hypochlorite sodium cyanide